[1-(8-cyano-quinazolin-5-yl)-5-methyl-piperidin-3-yl]-piperidine C(#N)C=1C=CC(=C2C=NC=NC12)N1CC(CC(C1)C)N1CCCCC1